3-(2-(prop-1-en-1-yl)phenyl)-3-vinylcyclohexan-1-one C(=CC)C1=C(C=CC=C1)C1(CC(CCC1)=O)C=C